C1(CC1)C1=NC=NC(=C1C=1N=CC=2OC(CN(C2N1)CC1=CC=C(C=C1)C=1N(C=C(N1)C(F)(F)F)C(C)C)(C)C)OC 2-(4-cyclopropyl-6-methoxypyrimidin-5-yl)-8-(4-(1-isopropyl-4-(trifluoromethyl)-1H-imidazol-2-yl)benzyl)-6,6-dimethyl-7,8-dihydro-6H-pyrimido[5,4-b][1,4]oxazine